C1(=CC=CC2=CC=CC=C12)OC1=NC(=C2N=CN(C2=N1)C1CCCCC1)NC1=CC=C(C=C1)N1CCOCC1 2-(1-Naphthoxy)-6-(4-morpholinoanilino)-9-cyclohexylpurin